3-Methylpentadecan CC(CC)CCCCCCCCCCCC